NC1=NON=C1N 3,4-diaminofurazane